ClC1=C(C=CC=C1)NC=1SC(=CN1)C1=CC=C(C=C1)OC1=C2N=CN(C2=NC=N1)CC(C)C N-(2-chlorophenyl)-5-(4-((9-isobutyl-9H-purin-6-yl)oxy)phenyl)thiazol-2-amine